C(C=C)(=O)OOC(CC)=O O-acryloxypropionic acid